racemic-potassium tartrate C(=O)([O-])C(O)C(O)C(=O)[O-].[K+].[K+]